CC1=C(N2C=CC(=C2C=C1C(=O)O)C1=CC(=C(C=C1)C)C)C(C)N1CCOCC1 6-methyl-5-(1-morpholinoethyl)-1-(3,4-dimethylphenyl)indolizine-7-carboxylic acid